4-[4-(2-aminoethyl)phenyl]-3-[[4-[4-(trifluoromethyl)phenyl]imidazol-1-yl]methyl]benzonitrile NCCC1=CC=C(C=C1)C1=C(C=C(C#N)C=C1)CN1C=NC(=C1)C1=CC=C(C=C1)C(F)(F)F